N1CC(CC1)NC1=NN=C(C2=CC=CC=C12)C1=C(C=C(C=C1)C(F)(F)F)O 2-{4-[(pyrrolidin-3-yl)amino]phthalazin-1-yl}-5-(trifluoromethyl)phenol